CC1(C=C2N(CC1)NC=C2)C 5,5-dimethyl-6,7-dihydropyrazolo[1,5-a]pyridin